(S)-1-(2,2-Dimethylbutanoyl)-4-phenylazetidin-2-on CC(C(=O)N1C(C[C@H]1C1=CC=CC=C1)=O)(CC)C